3-(1-benzyl-1H-imidazol-2-yl)-6-bromo-1-(tetrahydro-2H-pyran-2-yl)-1H-indazole C(C1=CC=CC=C1)N1C(=NC=C1)C1=NN(C2=CC(=CC=C12)Br)C1OCCCC1